N-acetyl-serinamide C(C)(=O)NC([C@@H](N)CO)=O